2-(1-((3-(2-fluorophenyl)-1-methyl-1H-indazol-6-yl)methyl)piperidin-4-yl)isoindolin-1-one FC1=C(C=CC=C1)C1=NN(C2=CC(=CC=C12)CN1CCC(CC1)N1C(C2=CC=CC=C2C1)=O)C